FC1=CC=C(C[C@H]2N(CCC2)C2=CC(=CC(N2)=O)N2CCOCC2)C=C1 (S)-6-(2-(4-fluorobenzyl)pyrrolidin-1-yl)-4-morpholinopyridin-2(1H)-one